4-(2-(cyclopropanesulfonamido)pyrimidin-4-yl)-N-(4-(6-ethoxypyrazin-2-yl)2-fluorophenyl)tetrahydro-2H-pyran-4-carboxamide C1(CC1)S(=O)(=O)NC1=NC=CC(=N1)C1(CCOCC1)C(=O)NC1=C(C=C(C=C1)C1=NC(=CN=C1)OCC)F